ClC1=CC(=CS1)C(C(=O)O)(F)F 2-(5-chlorothien-3-yl)-2,2-difluoroacetic acid